6-(2-bromo-4-(tert-butyl)phenyl)-1-chlorodibenzo[b,d]furan BrC1=C(C=CC(=C1)C(C)(C)C)C1=CC=CC=2C3=C(OC21)C=CC=C3Cl